N-ethyl-N-[[6-[(trans)-2-(6-nitro-1-tetrahydropyran-2-yl-indazol-3-yl)vinyl]-3-pyridinyl]methyl]ethylamine C(C)N(CC=1C=NC(=CC1)\C=C\C1=NN(C2=CC(=CC=C12)[N+](=O)[O-])C1OCCCC1)CC